tert-butyl cis-3,5-dimethylpiperazine-1-carboxylate C[C@@H]1CN(C[C@@H](N1)C)C(=O)OC(C)(C)C